1-ethyl-1,4-dihydro-6-iodo-4-oxo-3-quinolinamide C(C)N1C=C(C(C2=CC(=CC=C12)I)=O)C(=O)N